NC1(CCC1)CNC1=NC(=C2C(=N1)N(N=C2)C)NC2=CC=C(C=C2)C(F)(F)F N6-[(1-aminocyclobutyl)methyl]-1-methyl-N4-[4-(trifluoromethyl)phenyl]pyrazolo[3,4-d]pyrimidine-4,6-diamine